N-(3-chloro-4-(4-(3-hydroxycyclobutane-1-carbonyl)piperazine-1-carbonyl)phenyl)-5-(2,3-difluoro-4-methoxyphenyl)-1-methyl-1H-imidazole-2-carboxamide ClC=1C=C(C=CC1C(=O)N1CCN(CC1)C(=O)C1CC(C1)O)NC(=O)C=1N(C(=CN1)C1=C(C(=C(C=C1)OC)F)F)C